The molecule is an inorganic chloride salt having sodium(1+) as the counterion. It has a role as an emetic and a flame retardant. It is an inorganic chloride and an inorganic sodium salt. [Na+].[Cl-]